tert-Butyl 6-[8-(1,3-benzothiazol-2-ylcarbamoyl)-3,4-dihydro-1H-isoquinolin-2-yl]-3-bromo-pyridine-2-carboxylate S1C(=NC2=C1C=CC=C2)NC(=O)C=2C=CC=C1CCN(CC21)C2=CC=C(C(=N2)C(=O)OC(C)(C)C)Br